CC1=C(C=C(C2=CN(N=C12)CC(=O)[O-])C(F)(F)F)C1=CC=C(C=C1)N1CCOCC1 2-[7-methyl-6-(4-morpholinophenyl)-4-(trifluoromethyl)indazol-2-yl]acetate